2,2-bis-(4-hydroxyphenyl)pentane OC1=CC=C(C=C1)C(C)(CCC)C1=CC=C(C=C1)O